COC=1C=C(C=NC1C(F)(F)F)[C@@H]1N(C[C@H](CC1)C)C(C(=O)NC=1C=C(C=NC1)C(=O)N)=O |r| rac-5-{2-[(2R,5S)-2-[5-methoxy-6-(trifluoromethyl)pyridin-3-Yl]-5-methylpiperidin-1-Yl]-2-oxoacetamido}Pyridine-3-carboxamide